C(C)C1NC2=CC=CC=C2C(C1)=O 2-ethyl-2,3-dihydro-1H-quinolin-4-one